3-(aminomethyl)-4-bromopyridin NCC=1C=NC=CC1Br